O=C(CC(=O)OC)CC(=O)OC dimethyl 3-oxopentanedioate